2-[(3R)-3-({6-[2-Hydroxy-4-(trifluoromethyl)phenyl]-5-methylpyridazin-3-yl}amino)piperidin-1-yl]-1-(4-hydroxypiperidin-1-yl)ethanone OC1=C(C=CC(=C1)C(F)(F)F)C1=C(C=C(N=N1)N[C@H]1CN(CCC1)CC(=O)N1CCC(CC1)O)C